O=C1NC(CCC1NC1=CC(=C(C=C1)C1CCN(CC1)C(=O)OC(C)(C)C)F)=O tert-butyl 4-(4-((2,6-dioxopiperidin-3-yl)amino)-2-fluorophenyl)piperidine-1-carboxylate